C(C)(C)(C)N1N=CC(=C1C(=O)NOCC1=CC=C(C=C1)C(N)=NO)OC1=CC(=CC=C1)C(F)(F)F 1-(tert-butyl)-N-((4-(N'-hydroxycarbamimidoyl)benzyl)oxy)-4-(3-(trifluoromethyl)phenoxy)-1H-pyrazole-5-carboxamide